2-fluoro-6-(prop-1-yn-1-yl)pyridineacryloxyethyl-trimethyl-ammonium chloride [Cl-].FC1(NC(=CC=C1)C#CC)C=CC(=O)OCC[N+](C)(C)C